FC1=C(C=C(C=C1)NC(C1=CC(=CC=C1)S(NC1=C(C=CC(=C1)[N+](=O)[O-])OC)(=O)=O)=O)[N+](=O)[O-] N-(4-fluoro-3-nitrophenyl)-3-(N-(2-methoxy-5-nitrophenyl)sulfamoyl)benzamide